N-((R)-1-(3-((1-methylazetidin-3-yl)carbamoyl)phenyl)-3-oxopropyl)-7-(1-methylcyclopropyl)-5,6,7,8-tetrahydroacridine-2-carboxamide CN1CC(C1)NC(=O)C=1C=C(C=CC1)[C@@H](CC=O)NC(=O)C1=CC2=CC=3CC(CCC3N=C2C=C1)C1(CC1)C